ClC=1C(=NC=CC1)N1N=C(C=C1C(=O)O)OC 2-(3-chloro-2-pyridyl)-5-methoxy-pyrazole-3-carboxylic acid